BrN1N=CC=C1CCC1=C(C(=CC(=C1Cl)OC)OC)Cl Bromo-5-(2,6-dichloro-3,5-dimethoxyphenethyl)-1H-pyrazole